Ethyl 4-(N-(5-bromo-2-methoxypyridin-3-yl) sulfamoyl)-3-fluorobenzoate BrC=1C=C(C(=NC1)OC)NS(=O)(=O)C1=C(C=C(C(=O)OCC)C=C1)F